3-(2-butyl-5-methoxyphenyl)-2-iminothiazolidin-4-one C(CCC)C1=C(C=C(C=C1)OC)N1C(SCC1=O)=N